(R)-N-(1-(2,2-difluorocyclopropyl)-2-(isopropoxydimethylsilyl)ethyl)-2-methylpropane-2-sulfinamide FC1(C(C1)C(C[Si](C)(C)OC(C)C)N[S@](=O)C(C)(C)C)F